4-(1H-imidazol-1-yl)butyric acid N1(C=NC=C1)CCCC(=O)O